2-(5-amino-2-(furan-2-yl)-7H-pyrazolo[4,3-e][1,2,4]triazolo[1,5-c]pyrimidin-7-yl)-N-(4-oxocyclohexyl)-2-phenylpropanamide NC1=NC2=C(C=3N1N=C(N3)C=3OC=CC3)C=NN2C(C(=O)NC2CCC(CC2)=O)(C)C2=CC=CC=C2